1-Ethyl-N-(4-((4-(4-methylpiperidin-1-yl)phenyl)amino)benzyl)-2-oxoimidazolidine-4-carboxamide C(C)N1C(NC(C1)C(=O)NCC1=CC=C(C=C1)NC1=CC=C(C=C1)N1CCC(CC1)C)=O